4-iodo-2,7-naphthyridin-3-amine IC1=C(N=CC2=CN=CC=C12)N